9-(4-carboxyl-aminophenyl)carbazole C(=O)(O)C1=CC(=C(C=C1)N1C2=CC=CC=C2C=2C=CC=CC12)N